ClC=1C=C(C(=C(C1)O)C=1N(C=2C(=NC(=CC2)NC2CNCC2(F)F)N1)C)C 5-chloro-2-[5-[(4,4-difluoropyrrolidin-3-yl)amino]-1-methyl-imidazo[4,5-b]pyridin-2-yl]-3-methyl-phenol